(R)-6-(2-(2-bromophenyl)morpholino)pyrimidine-2,4-diamine BrC1=C(C=CC=C1)[C@H]1OCCN(C1)C1=CC(=NC(=N1)N)N